N-(3-(1-(2,6-Dioxopiperidin-3-yl)-4-methoxy-1H-indazol-6-yl)prop-2-yn-1-yl)-5-(8-(7-isopropyl-1,3-dimethyl-2-oxo-2,3-dihydro-1H-benzo[d]imidazol-5-yl)isoquinolin-3-yl)picolinamide O=C1NC(CCC1N1N=CC2=C(C=C(C=C12)C#CCNC(C1=NC=C(C=C1)C=1N=CC2=C(C=CC=C2C1)C1=CC2=C(N(C(N2C)=O)C)C(=C1)C(C)C)=O)OC)=O